N1=C(C=CC=C1)C1=C(C2=CC3=CC=CC=C3C=C2C=C1)C=C pyridin-2-yl-(vinylanthracene)